3-cyano-N-(thiazol-2-ylmethyl)benzamide C(#N)C=1C=C(C(=O)NCC=2SC=CN2)C=CC1